2-((benzo[d]thiazol-5-ylmethyl)((tetrahydro-2H-pyran-4-yl)methyl)amino)-2-oxoacetic acid S1C=NC2=C1C=CC(=C2)CN(C(C(=O)O)=O)CC2CCOCC2